C(CC(=O)[O-])(=O)OCCO malonic acid, hydroxyethyl ester